C(#C)C=1C=C(OC2=NC=C(C=N2)C=2C=C(C=NC2)NC2CN(C2)C(C=C)=O)C=CC1 1-[3-[[5-[2-(3-ethynylphenoxy)pyrimidin-5-yl]-3-pyridyl]amino]azetidin-1-yl]prop-2-en-1-one